C(C)(C)(C)OC(=O)N1C(=CC(=C1)N1N=NC(=C1)C=1C=NC(=CC1)N)C(NC1=CC(=C(C=C1)Cl)C(F)(F)F)=O (2S,4S)-4-(4-(6-aminopyridine-3-yl)-1H-1,2,3-triazole-1-yl)-2-((4-chloro-3-trifluoromethylphenyl)carbamoyl)pyrrole-1-carboxylic acid tert-butyl ester